CC12C3CC3CC(C=C1)(O2)C 1,6-dimethyl-9-oxatricyclo[4.2.1.02,4]non-7-en